FC(C(=O)O)(F)F.C(#N)COC1=CC=C(C=C1)C(CC#N)N1N=CC(=C1)C=1C2=C(N=CN1)NC=C2 3-[4-(cyanomethoxy)phenyl]-3-[4-(7H-pyrrolo[2,3-d]pyrimidin-4-yl)-1H-pyrazol-1-yl]propanenitrile trifluoroacetate